(R)-4-((3-(4,4-Difluoropiperidine-1-carbonyl)piperidin-1-yl)sulfonyl)-N-isopropylbenzenesulfonamide FC1(CCN(CC1)C(=O)[C@H]1CN(CCC1)S(=O)(=O)C1=CC=C(C=C1)S(=O)(=O)NC(C)C)F